C(C)(C)(C)[Si](OC1CC(C1)C(=O)C1=CC(=CC=C1)Cl)(C1=CC=CC=C1)C1=CC=CC=C1 [3-[tert-butyl-(diphenyl)silyl]oxycyclobutyl]-(3-chlorophenyl)methanone